(6Ar,10aR)-6,6-dimethyl-9-methylidene-3-propyl-7,8,10,10a-tetrahydro-6aH-benzo[c]chromen-1-ol CC1(OC=2C=C(C=C(C2[C@H]2[C@H]1CCC(C2)=C)O)CCC)C